ClCCOC(=O)Cl Chloroformic acid 2-chloroethyl ester